ethyl 2,4-dimethyl-pentanoate CC(C(=O)OCC)CC(C)C